2-(3-cyano-5-isopropyl-2-methoxyphenyl)-2-((R)-3-((5-(5,6,7,8-tetrahydro-1,8-naphthyridin-2-yl)pentyl)oxy)pyrrolidin-1-yl)acetic acid C(#N)C=1C(=C(C=C(C1)C(C)C)C(C(=O)O)N1C[C@@H](CC1)OCCCCCC1=NC=2NCCCC2C=C1)OC